4-isopropyl-N-methyl-5-(8-methyl-[1,2,4]triazolo[1,5-a]pyridin-6-yl)-N-(1-methylpiperidin-4-yl)-1H-pyrazole-3-carboxamide C(C)(C)C=1C(=NNC1C=1C=C(C=2N(C1)N=CN2)C)C(=O)N(C2CCN(CC2)C)C